ClC=1C=NN(C(C1Cl)=O)CC(=O)NCC=1C=NN(C1)C1=CC=CC=C1 2-(4,5-dichloro-6-oxopyridazin-1(6H)-yl)-N-((1-phenyl-1H-pyrazol-4-yl)methyl)acetamide